ClC=1C(=C2C=NNC2=C(C1F)C(C)(C)O)C=1N=CC=2N(C1)C=C(N2)NC(=O)C2C(C2)F N-(6-(5-chloro-6-fluoro-7-(2-hydroxypropan-2-yl)-1H-indazol-4-yl)imidazo[1,2-a]pyrazin-2-yl)-2-fluorocyclopropane-1-carboxamide